NC(CCN(CCC(C)N)CC)C N,N-bis(3-aminobutyl)ethylamine